FC(COS(=O)(=O)C(F)(F)F)(C(F)(F)F)F 2,2,3,3,3-pentafluoropropyltrifluoromethanesulfonate